FC=1C=C(C=CC1)C1=NC2=C(N1)C=CC(=C2)N 2-(3-fluorophenyl)-1H-benzo[d]imidazol-5-amine